[N+](=O)([O-])C1=CC=C(C(=O)O[C@@H]2C[C@H](C3=C2N=CN=C3N3C[C@H]2CC[C@@H](C3)N2)C)C=C1 (5R,7R)-4-((1R,5S)-3,8-diazabicyclo[3.2.1]octan-3-yl)-5-methyl-6,7-dihydro-5H-cyclopenta[d]pyrimidin-7-yl 4-nitrobenzoate